C1(C=CC=C1)[Li] cyclopentadienyllithium